dibromoneopentyl glycol diglycidyl ether C1C(O1)COCC(COCC2CO2)(CBr)CBr